(RS)-tert-butyl 4-((6-(4-cyanophenyl)-2,2-difluoro-7-azaspiro[3.5]nonan-7-yl)methyl)-5-cyclopropyl-7-methyl-1H-indole-1-carboxylate C(#N)C1=CC=C(C=C1)[C@H]1CC2(CC(C2)(F)F)CCN1CC1=C2C=CN(C2=C(C=C1C1CC1)C)C(=O)OC(C)(C)C |r|